rac-1-(3-(aminomethyl)phenyl)-N-(5-((4-cyanophenyl)(cyclopropyl-methylamino)methyl)-2-fluorophenyl)-3-(trifluoromethyl)-1H-pyrazole-5-carboxamide NCC=1C=C(C=CC1)N1N=C(C=C1C(=O)NC1=C(C=CC(=C1)[C@H](N(C)C1CC1)C1=CC=C(C=C1)C#N)F)C(F)(F)F |r|